tert-Butyl-(±)-trans-4-benzyl-N-[3-(pyridin-3-yl)phenyl]pyrrolidine-3-carboxamide C(C)(C)(C)N1C[C@H]([C@@H](C1)CC1=CC=CC=C1)C(=O)NC1=CC(=CC=C1)C=1C=NC=CC1 |r|